C(C)(C)(C)OC(=O)N1CC(C(CC1)C1=CC=CC=2OC(OC21)(C)C2=C(C=C(C=C2)Cl)F)(F)F 4-(2-(4-chloro-2-fluorophenyl)-2-methylbenzo[d][1,3]dioxol-4-yl)-3,3-difluoropiperidine-1-carboxylic acid tert-butyl ester